C(CCCCCCCCCC(=O)O)(=O)O.N(CCO)(CCO)CCO triethanolamine undecanedioate